N-(5-(((3r,5's)-6-methoxy-5'-methyl-1H-spiro[furo[3,4-c]pyridin-3,3'-pyrrolidin]-1'-yl)methyl)thiazol-2-yl)acetamide COC1=CC2=C(C=N1)[C@]1(CN([C@H](C1)C)CC1=CN=C(S1)NC(C)=O)OC2